CC1=CC=CC(=N1)C=1N=C2N(C1C1=CC(=NC=C1)C1=NC3=C(CNCC3)N1COCC[Si](C)(C)C)CCC2 2-(4-(2-(6-methylpyridin-2-yl)-6,7-dihydro-5H-pyrrolo[1,2-a]imidazol-3-yl)pyridin-2-yl)-3-((2-(trimethylsilyl)ethoxy)methyl)-4,5,6,7-tetrahydro-3H-imidazo[4,5-c]pyridine